2-chloro-4-[3-(6,7-dihydro-5H-pyrazolo[1,5-a]pyrimidin-4-yl)-7,8-dihydro-5H-1,6-naphthyridin-6-yl]pyrido[2,3-d]pyrimidine ClC=1N=C(C2=C(N1)N=CC=C2)N2CC=1C=C(C=NC1CC2)N2C=1N(CCC2)N=CC1